BrC=1C=C(N(C1)C(=O)OC(C)(C)C)C(=O)OC 1-(Tert-butyl) 2-methyl 4-bromo-1H-pyrrole-1,2-dicarboxylate